(3R,4S,5S,6R)-2-(2-(2-(2-aminoethoxy)ethoxy)ethoxy)-6-(hydroxymethyl)tetrahydro-2H-pyran-3,4,5-triol NCCOCCOCCOC1O[C@@H]([C@H]([C@@H]([C@H]1O)O)O)CO